C(C)(C)(C)NS(=O)(=O)C=1C=C(C=CC1C1=CN=C(S1)C1CC(C1)NC(=O)OC(C)C)NC(OC(C)C)=O isopropyl N-[3-(tert-butylsulfamoyl)-4-[2-[3-(isopropoxycarbonylamino)cyclobutyl]thiazol-5-yl]phenyl]carbamate